N1(CCCCC1)C1CCN(CC1)CCCCN1C2=CC=CC=C2SC=2C=CC(=CC12)F 10-(4-(1,4'-bipiperidin-1'-yl)butyl)-2-fluoro-10H-phenothiazine